C(CCCCC)OC1=CC=C(C(=O)Cl)C=C1 4-(Hexyloxy)benzoic acid chloride